C1=CC=CC=2C3=CC=CC=C3C(C12)COC(=O)NC(C(=O)OC(C)(C)C)CCC1=CC=C(C=C1)C(N(OC1OCCCC1)C)=O tert-Butyl 2-((((9H-fluoren-9-yl)methoxy) carbonyl)amino)-4-(4-(methyl((tetrahydro-2H-pyran-2-yl)oxy) carbamoyl)phenyl)butanoate